[Te].[N+](=O)([O-])[Sb](=O)=[Ga] Nitro-Antimonyl-Gallium Tellurium